O=C1C(=NC=C2N1[C@@H](CC2)C(=O)NCC2=CC1=C(CN(C1)C(=O)OC(C)(C)C)S2)N[C@H](C)C=2C=C(C=CC2)C tert-butyl 2-(((S)-4-oxo-3-(((R)-1-(m-tolyl)ethyl)amino)-4,6,7,8-tetrahydropyrrolo[1,2-a]pyrazine-6-carboxamido)methyl)-4,6-dihydro-5H-thieno[2,3-c]pyrrole-5-carboxylate